5-(thiophen-2-yl)thiophene-2-carbonitrile S1C(=CC=C1)C1=CC=C(S1)C#N